2-(2'-hydroxy-3'-(2-butyl)-5'-(tert-butyl)phenyl)benzotriazole OC1=C(C=C(C=C1C(C)CC)C(C)(C)C)N1N=C2C(=N1)C=CC=C2